6-amino-2-cyclohexyl-3-(2-methoxyethyl)quinazolin-4(3H)-one NC=1C=C2C(N(C(=NC2=CC1)C1CCCCC1)CCOC)=O